CC1=CC=CC(=N1)NC(=O)[C@H]1N([C@@H]2CC[C@H]1C2)C(CN2C=C(C1=CC(=CC=C21)C=2C=NC=CC2)C(=O)N)=O 1-(2-((1R,3S,4S)-3-((6-methylpyridin-2-yl)carbamoyl)-2-azabicyclo[2.2.1]heptan-2-yl)-2-oxoethyl)-5-(pyridin-3-yl)-1H-indole-3-carboxamide